NC1=C(C=C(C=N1)C=1C=NN(C1)C1CCN(CC1)C(CCCCCCCCCCCNC1=C2C(N(C(C2=CC=C1)=O)C1C(NC(CC1)=O)=O)=O)=O)O[C@H](C)C1=C(C(=CC=C1Cl)F)Cl 4-((12-(4-(4-(6-amino-5-((R)-1-(2,6-dichloro-3-fluorophenyl)ethoxy)pyridin-3-yl)-1H-pyrazol-1-yl)piperidin-1-yl)-12-oxododecyl)amino)-2-(2,6-dioxopiperidin-3-yl)isoindoline-1,3-dione